5-Aza-2'-deoxy-cytidine [C@@H]1(C[C@H](O)[C@@H](CO)O1)N1C(=O)N=C(N)N=C1